N-((1H-indol-3-yl)methyl)-4-methyl-2-oxo-2H-chromene-7-carboxamide N1C=C(C2=CC=CC=C12)CNC(=O)C1=CC=C2C(=CC(OC2=C1)=O)C